N-[3-(5-chloro-1,3-benzoxazol-2-yl)-1-bicyclo[1.1.1]pentanyl]-5-(methylsulfonylamino)furan-2-carboxamide ClC=1C=CC2=C(N=C(O2)C23CC(C2)(C3)NC(=O)C=3OC(=CC3)NS(=O)(=O)C)C1